methyl 2-(2-cyanopyridin-3-yl)-5-methyl-1H-pyrrole-3-carboxylate C(#N)C1=NC=CC=C1C=1NC(=CC1C(=O)OC)C